N-{[(1r,4r)-4-(5-chloro-1-oxo-1,3-dihydro-2H-isoindol-2-yl)cyclohexyl]methyl}-2,5-difluoro-4-hydroxybenzamide ClC=1C=C2CN(C(C2=CC1)=O)C1CCC(CC1)CNC(C1=C(C=C(C(=C1)F)O)F)=O